Methyl 3-(5-bromo-4-(3-bromo-2-oxopropyl)thiophen-2-yl)propanoate BrC1=C(C=C(S1)CCC(=O)OC)CC(CBr)=O